C(C)OC(NC1=C(C=C(C=C1)NCC1=CC2=C(S1)C=CC=C2)N)=O (2-Amino-4-[(benzo[b]thiophen-2-ylmethyl)-amino]-phenyl)-carbamic acid ethyl ester